(2S,3S,4R,5R)-4-[[3-(3,4-difluorophenyl)-4,5-dimethyl-5-(trifluoromethyl)tetrahydrofuran-2-carbonyl]amino]pyridine-2-carboxamide FC=1C=C(C=CC1F)[C@H]1[C@H](O[C@]([C@@H]1C)(C(F)(F)F)C)C(=O)NC1=CC(=NC=C1)C(=O)N